(E)-3-(2-(hydroxymethyl)-2-methyl-3-oxo-1,2,3,4-tetrahydropyrido[2,3-b]pyrazin-7-yl)-N-methyl-N-((3-methylbenzofuran-2-yl)methyl)acrylamide OCC1(NC2=C(NC1=O)N=CC(=C2)/C=C/C(=O)N(CC=2OC1=C(C2C)C=CC=C1)C)C